C(C1=CC=CC=C1)NC(N(C1=NC=C(C=C1)C=1C=NN(C1)C)[C@@H]1CC[C@H](CC1)NC1=NC=C(C(=N1)N1CC(CC1)(C)C#N)C#N)=O 3-benzyl-1-(trans-4-((5-cyano-4-(3-cyano-3-methyl-pyrrolidin-1-yl)pyrimidin-2-yl)amino)cyclohexyl)-1-(5-(1-methyl-1H-pyrazol-4-yl)-pyridin-2-yl)urea